4-[[5-(6,6-dimethyl-3-methylsulfanyl-4-oxo-5,7-dihydro-2-benzothien-1-yl)tetrazol-2-yl]methyl]benzohydroxamic acid CC1(CC(C=2C(=C(SC2SC)C=2N=NN(N2)CC2=CC=C(C(=O)NO)C=C2)C1)=O)C